(±)-Ethyl 3-amino-3-(quinoxalin-2-yl)propanoate N[C@H](CC(=O)OCC)C1=NC2=CC=CC=C2N=C1 |r|